COC1=C2CCC(CC2=CC=C1)=O 5-methoxy-1,2,3,4-tetrahydronaphthalen-2-one